dodecafluorododecyl acrylate C(C=C)(=O)OC(C(C(C(C(CCCCCCC(F)(F)F)F)(F)F)(F)F)(F)F)(F)F